tert-butyl 2-[[2-(3,3-difluoropyrrolidin-1-yl)-4-(2-fluorophenyl)-3-pyridyl]carbamoyl]-2,7-diazaspiro[3.5]nonane-7-carboxylate FC1(CN(CC1)C1=NC=CC(=C1NC(=O)N1CC2(C1)CCN(CC2)C(=O)OC(C)(C)C)C2=C(C=CC=C2)F)F